2-((Pyrazine-2-carboxamido)methyl)benzofuran-7-carboxylic acid N1=C(C=NC=C1)C(=O)NCC=1OC2=C(C1)C=CC=C2C(=O)O